N1(CCCCC1)C(=O)[O-] Piperidine-1-Formate